N[C@@H]1C[C@H](N(C1)C1=C(C=CC=2N(C(=NC21)C2=NC=CC=C2F)C)NC(=O)C2=NC(=NC=C2)C2=C(C=CC=C2OC)F)CO N-(4-((2S,4R)-4-Amino-2-(hydroxymethyl)pyrrolidin-1-yl)-2-(3-fluoropyridin-2-yl)-1-methyl-1H-benzo[d]imidazol-5-yl)-2-(2-fluoro-6-methoxyphenyl)pyrimidine-4-carboxamide